CN1N=CC=2N(CC(CC21)CNC(C=C)=O)C2=CC=C(C=C2)C(F)(F)F N-((1-methyl-4-(4-(trifluoromethyl)phenyl)-4,5,6,7-tetrahydro-1H-pyrazolo[4,3-b]pyridin-6-yl)methyl)acrylamide